6-(2,6-difluorophenyl)-4-((4-(pentafluoro-λ6-sulfanyl)phenyl)amino)pyridazine-3-carboxylate FC1=C(C(=CC=C1)F)C1=CC(=C(N=N1)C(=O)[O-])NC1=CC=C(C=C1)S(F)(F)(F)(F)F